OCC1CCN(CC1)C1=CC=C(C=N1)C(=O)NC1=NNC(=C1)C1=NC2=C(N1)C=CC(=C2)C(F)(F)F 6-[4-(hydroxymethyl)-1-piperidyl]-N-[5-[5-(trifluoromethyl)-1H-benzimidazol-2-yl]-1H-pyrazol-3-yl]pyridine-3-carboxamide